[Fe].[Ca] calcium Iron